N[C@](C1=C(C=CC(=C1)F)O)([2H])C1=CC=C(C=C1)C (R)-2-(amino(p-tolyl)methyl-d)-4-fluorophenol